N-(3-aminopropyl)-N-octyl-1,3-propanediamine NCCCN(CCCN)CCCCCCCC